1-(4-(1,4-dimethyl-1H-pyrazol-5-yl)-5-fluoropyrimidin-2-yl)-N-methyl-N-((4-methylthiazol-2-yl)methyl)piperidine-4-carboxamide CN1N=CC(=C1C1=NC(=NC=C1F)N1CCC(CC1)C(=O)N(CC=1SC=C(N1)C)C)C